N-(3-Chloro-4-Methylphenyl)-N'-(1-Methyl-5-Phenyl-1H-Imidazol-2-Yl)Urea ClC=1C=C(C=CC1C)NC(=O)NC=1N(C(=CN1)C1=CC=CC=C1)C